17-hydroxy-17-(2-hydroxyacetyl)-12-(2-hydroxyethoxy)-10,13-dimethyl-1,2,6,7,8,9,10,11,12,13,14,15,16,17-tetradecahydro-3H-cyclopenta[a]phenanthren-3-one OC1(CCC2C3CCC4=CC(CCC4(C3CC(C12C)OCCO)C)=O)C(CO)=O